(S)-2-((1-(6-aminopyridin-2-yl)piperidin-3-yl)oxy)acetic acid tert-butyl ester C(C)(C)(C)OC(CO[C@@H]1CN(CCC1)C1=NC(=CC=C1)N)=O